(4-amino-6-fluoro-2-pyridyl)methanol NC1=CC(=NC(=C1)F)CO